COC(=O)C1(CC(C1)N1C[C@H](CCC1)C1CNC1)C (1R,3R)-3-((R)-3-(azetidin-3-yl)piperidin-1-yl)-1-methylcyclobutane-1-carboxylic acid methyl ester